C1(CCC1)C(=O)OC(C1=CC(=CC2=C1N=C(S2)C2=C1N=CC(=NC1=CC(=C2)C)OC)OC)O 1-(hydroxy-(6-methoxy-2-(2-methoxy-7-methylquinoxalin-5-yl) benzo[d]thiazol-4-yl) methyl) cyclobutylformate